2-(hydroxymethyl)quinoline OCC1=NC2=CC=CC=C2C=C1